BrC1=CC(=C(C=C1)C(=O)N1C2=C(C(CCC1)O)C=C(C=C2)Cl)C 4-bromo-2-methylphenyl-(7-chloro-5-hydroxy-2,3,4,5-tetrahydro-1H-benzo[b]azepin-1-yl)methanone